NCCN(C)CC=1OC(OC1C)=O 4-[[2-aminoethyl-(methyl)amino]methyl]-5-methyl-1,3-dioxolen-2-one